N-(5-((2-cyanoethyl)thio)-1,3,4-thiadiazol-2-yl)-2-(trifluoromethyl)benzamide C(#N)CCSC1=NN=C(S1)NC(C1=C(C=CC=C1)C(F)(F)F)=O